NC=1C(=C2C(=NC1)N(C=C2)S(=O)(=O)C2=CC=CC=C2)NC2N(CCC2)C(=O)[O-] ((5-amino-1-(phenylsulfonyl)-1H-pyrrolo[2,3-b]pyridin-4-yl)amino)pyrrolidine-1-carboxylate